CN1N=CC(=C1)C1=CC=C2C(=CNC2=C1)C([C@H](C1=CC=CC=C1)NCCC1=CC=C(C(=O)N)C=C1)=O |r| (S)- and (R)-4-(2-((2-(6-(1-methyl-1H-pyrazol-4-yl)-1H-indol-3-yl)-2-oxo-1-phenylethyl)amino)ethyl)benzamide